(S)- and (R)-2-((4-Chlorophenethyl)amino)-N-(4-(4-methylpiperazin-1-yl)phenyl)-2-phenylacetamide ClC1=CC=C(CCN[C@H](C(=O)NC2=CC=C(C=C2)N2CCN(CC2)C)C2=CC=CC=C2)C=C1 |r|